BrC=1C=C2C=CNC2=C(C1)Br 5,7-dibromoindole